The molecule is a hydroxy-cannabidiol that is cannabidiol in which one of the hydrogens at position 5 of the pentyl chain has been replaced by a hydroxy group. It is a metabolite of cannabidiol by human liver microsomes. It is a hydroxy-cannabidiol, an olefinic compound, a member of resorcinols and a primary alcohol. CC1=C[C@H]([C@@H](CC1)C(=C)C)C2=C(C=C(C=C2O)CCCCCO)O